2-aminocycloheptan-1-ol NC1C(CCCCC1)O